P(=O)(O)(O)[C@](N(C1=CC=CC2=CC=CC=C12)C1=CC=CC2=CC=CC=C12)(C)C(=O)O phosphonodi-naphth-1-ylalanine